CC1=CC(=NC2=CC=CC=C12)C1=CC(=CC(=C1)C)C 4-methyl-2-(3,5-dimethylphenyl)-quinoline